N1=C(C=CC=C1)N1C(=NC2=CC=CC=C2C1=O)NC1=NC=CC=C1 3-(pyridin-2-yl)-2-(pyridin-2-ylamino)quinazolin-4(3H)-one